2-(3-bromophenyl)propane-2-amine hydrochloride Cl.BrC=1C=C(C=CC1)C(C)(C)N